CN1CCCN(C=2N=NC=3C=CC(=CC3C21)C2=CN=C(S2)NC(=O)C2CCOCC2)C N-(5-(1,5-dimethyl-2,3,4,5-tetrahydro-1H-[1,4]diazepino[2,3-c]cinnolin-10-yl)thiazol-2-yl)tetrahydro-2H-pyran-4-carboxamide